1-(2-((2R,6S)-2,6-bis(3-methylpyridin-2-yl)piperidin-1-yl)ethyl)-1H-pyrazol-4-amine CC=1C(=NC=CC1)[C@@H]1N([C@@H](CCC1)C1=NC=CC=C1C)CCN1N=CC(=C1)N